7-((6-((diethylamino)methyl)-5-morpholinopyridin-2-yl)amino)-4-(7-fluoroimidazo[1,2-a]pyridin-3-yl)isoindolin-1-one C(C)N(CC)CC1=C(C=CC(=N1)NC=1C=CC(=C2CNC(C12)=O)C1=CN=C2N1C=CC(=C2)F)N2CCOCC2